ClC=1C=C(N)C=CC1OCCN(C)C 3-chloro-4-(2-(dimethylamino)ethoxy)aniline